BrC=1N=C(C=2N(C1)C=C(N2)C(=O)O)OC2COCC2 6-bromo-8-((tetrahydrofuran-3-yl)oxy)imidazo[1,2-a]pyrazine-2-carboxylic acid